1,8-diaza-bicyclo(5.4.0)undec-7-ene N12CCCCCC2=NCCC1